4,2,2-trimethyl-hexanediol diacrylate C(C=C)(=O)OC(C(CC(CC)C)(C)C)OC(C=C)=O